6-fluoro-7-(2-fluoro-6-hydroxyphenyl)-1-(4-methyl-2-(2-propyl)-3-pyridinyl)-4-((2S)-2-methyl-4-(2-propenoyl)-1-piperazinyl)pyrido[2,3-d]pyrimidin-2(1H)-one FC1=CC2=C(N(C(N=C2N2[C@H](CN(CC2)C(C=C)=O)C)=O)C=2C(=NC=CC2C)C(C)C)N=C1C1=C(C=CC=C1O)F